OCN1CCNCCN(CCCNCC(N(CCCC1)C)C)C (hydroxymethyl)-7,13,14-trimethyl-1,4,7,11,14-pentaazacyclooctadecane